CC1(OB(OC1(C)C)C1=C2CCN(CC2=CC=C1)C(C=C)=O)C 1-[5-(4,4,5,5-tetramethyl-1,3,2-dioxaborolan-2-yl)-3,4-dihydro-1H-isoquinolin-2-yl]prop-2-en-1-one